C1(CC1)CC(C1=C(C=CC=C1)F)NC1=NC=C(C=N1)C1=NOC(=N1)C(F)(F)F N-[2-cyclopropyl-1-(2-fluorophenyl)ethyl]-5-[5-(trifluoromethyl)-1,2,4-oxadiazol-3-yl]pyrimidin-2-amine